C(C)(C)(C)OC(=O)N1CC(CCC1)C=1C=NC(=C(C1)S(=O)(=O)C)OC 3-(6-methoxy-5-(methylsulfonyl)pyridin-3-yl)piperidine-1-carboxylic acid tert-butyl ester